methyl 5-(2-methylphenyl)-1,3,4-oxadiazole-2-carboxylate CC1=C(C=CC=C1)C1=NN=C(O1)C(=O)OC